{4-fluoro-3-[2-({[3-fluoro-1-(3-fluoro(2-pyridyl))cyclobutyl]methyl}amino)pyrimidin-5-yl]phenyl}-N-methylcarboxamide FC1=C(C=C(C=C1)C(=O)NC)C=1C=NC(=NC1)NCC1(CC(C1)F)C1=NC=CC=C1F